C12CNCC(CC1)N2C2=NC=1CCN(CC1C=C2)C(=O)NC2CCC(CC2)(F)F 2-(3,8-diazabicyclo[3.2.1]octan-8-yl)-N-(4,4-difluorocyclohexyl)-7,8-dihydro-1,6-naphthyridine-6(5H)-carboxamide